N-(2-ethylhexyl)-2-ethyl-3-benzyloxypyridin-4-one C(C)C(CN1C(=C(C(C=C1)=O)OCC1=CC=CC=C1)CC)CCCC